N,N-dimethylcyclohexyl-amine CN(C)C1CCCCC1